CN1CCN(CC1)CC1=CC=2C(=NC=CC2C=2C=C3C(=NNC3=CC2)N)N1 5-(2-((4-methylpiperazin-1-yl)methyl)-1H-pyrrolo[2,3-b]pyridin-4-yl)-1H-indazol-3-amine